C=NC(C=CCCC=CC(=O)N)=O N-methylene(ethylene)bisacrylamide